IC1=NC2=CC=CC=C2C(N1)=O iodoquinazolin-4(3H)-one